C(C=C)[C@]1(CN(C[C@@H]1CO)C(=O)OC(C)(C)C)NC(=O)OCC1=CC=CC=C1 tert-butyl (3S,4S)-3-allyl-3-(((benzyloxy)carbonyl)amino)-4-(hydroxymethyl)pyrrolidine-1-carboxylate